2-(benzo[d][1,3]dioxol-5-ylmethyl)-4-(3-methoxyphenyl)pyridine-2,6-diamine O1COC2=C1C=CC(=C2)CC2(NC(=CC(=C2)C2=CC(=CC=C2)OC)N)N